8-methoxy-3-methyl-quinoline COC=1C=CC=C2C=C(C=NC12)C